OC1(C(C2=CC=CC=C2C1=O)=O)O 2,2-dihydroxy-1,3-indandione